OCC1=CC=C(N=N1)C=1C(=C(C(=O)OC)C=CC1)OC methyl 3-(6-(hydroxymethyl)pyridazin-3-yl)-2-methoxybenzoate